(S)-N-(1-(3-chlorophenyl)-2-hydroxyethyl)-4-(2-((3,5-dimethylisoxazol-4-yl)amino)-5-methylpyrimidin-4-yl)oxazole-2-carboxamide ClC=1C=C(C=CC1)[C@@H](CO)NC(=O)C=1OC=C(N1)C1=NC(=NC=C1C)NC=1C(=NOC1C)C